(2-cyclopentyl-8-(2-(pyridin-4-yl)pyrido[3,4-d]pyrimidin-4-yl)-2,8-diazaspiro[4.5]decan-3-yl)methanol C1(CCCC1)N1CC2(CC1CO)CCN(CC2)C=2C1=C(N=C(N2)C2=CC=NC=C2)C=NC=C1